N-(trans-4-(4-methylpiperazin-1-yl)cyclohexyl)-5-(quinolin-6-yl)pyrrolo[2,1-f][1,2,4]triazin-2-amine CN1CCN(CC1)[C@@H]1CC[C@H](CC1)NC1=NN2C(C=N1)=C(C=C2)C=2C=C1C=CC=NC1=CC2